ClC=1C=C(OCC(=O)O)C=C(C1CC1=C(C(=C(C=C1)O)C(CC)C1=CC=C(C=C1)F)F)Cl 2-(3,5-dichloro-4-(2-fluoro-3-(1-(4-fluorophenyl)propyl)-4-hydroxybenzyl)phenoxy)acetic acid